OC(C)(C)C1(CC(C1)=C)C(=O)OC methyl 1-(2-hydroxypropan-2-yl)-3-methylenecyclobutane-1-carboxylate